N=1C=CN2C1C=C(C=C2)C2=C(C=CC(=N2)C#N)C2=CN=C(O2)CCC(C(F)(F)F)C 6-(Imidazo[1,2-a]pyridin-7-yl)-5-(2-(4,4,4-trifluoro-3-methylbutyl)oxazol-5-yl)picolinonitril